C(CCC)OC(=O)OC1OCC(C1)F BUTOXYCARBONYLOXY-4-FLUORO-TETRAHYDROFURAN